sodium (2,4-dichlorophenoxy)acetate ClC1=C(OCC(=O)[O-])C=CC(=C1)Cl.[Na+]